2-methoxyethyl (1S,2R,5R)-3-((6-(4-(fluoromethoxy) phenoxy) pyridin-3-yl) sulfonyl)-2-(hydroxycarbamoyl)-3,8-diazabicyclo[3.2.1]octane-8-carboxylate FCOC1=CC=C(OC2=CC=C(C=N2)S(=O)(=O)N2[C@H]([C@@H]3CC[C@H](C2)N3C(=O)OCCOC)C(NO)=O)C=C1